(4,4-difluoropiperidin-1-yl)pyrrolo[1,2-C]pyrimidin-3-amine FC1(CCN(CC1)C1=NC(=CC=2N1C=CC2)N)F